CN(C(OC(C)(C)C)=O)C1C(C(C1)=O)C tert-butyl methyl(2-methyl-3-oxocyclobutyl)carbamate